O[C@H]1[C@H](C[C@@H]2C(C[C@H]3[C@@H]4CC[C@H]([C@@H](CC(C)C)C)[C@]4(CC[C@@H]3[C@]2(C1)C)C)=O)O 2a,3a-dihydroxy-23-methyl-5a-cholan-6-one